Cl.FC(C1=CC=C(C=C1)C=1C=NC(=C2C=CC=NC12)N[C@H]1[C@H](CNC1)O)(F)F (3S,4R)-4-((8-(4-(trifluoromethyl)phenyl)-1,6-naphthyridin-5-yl)amino)pyrrolidin-3-ol hydrochloride